C1OC2=C[Se]C=C2OC1 3,4-ethylenedioxyselenophene